FC(C=1C(=CNC(C1)=O)C(=O)NC1=C(C=C(C(=C1)C=1C=NC(=NC1)N1C[C@H](OCC1)C)F)N1C[C@H](N(CC1)C)C)F |r| 4-(difluoromethyl)-N-[4-fluoro-2-[rac-(3R)-3,4-dimethylpiperazin-1-yl]-5-[2-[rac-(2R)-2-methylmorpholin-4-yl]pyrimidin-5-yl]phenyl]-6-oxo-1H-pyridine-3-carboxamide